methyl-2-(N-(tert-butoxycarbonyl)sulfamoyl)benzoic acid CC=1C(=C(C(=O)O)C=CC1)S(NC(=O)OC(C)(C)C)(=O)=O